ClC1=C2C(=NC=C1OC=1C=NN3C1C=NC(=C3)OCCN3CCOCC3)N=C(N2C)NC=2C(N(C=C(C2)C(F)(F)F)C)=O 3-((7-chloro-1-methyl-6-((6-(2-morpholinoethoxy)pyrazolo[1,5-a]pyrazin-3-yl)oxy)-1H-imidazo[4,5-b]pyridin-2-yl)amino)-1-methyl-5-(trifluoromethyl)pyridin-2(1H)-one